(2R,3S,5S)-4-[[3-(3,4-Difluoro-2-methoxy-phenyl)-5-(trifluoromethyl)tetrahydrofuran-2-carbonyl]amino]pyridin-2-carboxamid FC=1C(=C(C=CC1F)[C@H]1[C@@H](O[C@@H](C1)C(F)(F)F)C(=O)NC1=CC(=NC=C1)C(=O)N)OC